FC1(CN(CC12CC2)C2=CC(=NC=1N2N=CN1)C=1C(NC(NC1)=O)=O)F 5-(7-(7,7-difluoro-5-azaspiro[2.4]heptan-5-yl)-[1,2,4]triazolo[1,5-a]pyrimidin-5-yl)pyrimidine-2,4(1H,3H)-dione